C(CCCCCCCCCCCCCCC(C)C)(=O)OCCCCCCCC\C=C/CCCCCCCC.C(CCCCCCCCCCCCCCC(C)C)(=O)OCCCCCCCC\C=C/CCCCCCCC dioleyl diisostearate